ClC1=NC(=CC(=C1CO)C)C(F)(F)F [2-chloro-4-methyl-6-(trifluoromethyl)-3-pyridyl]methanol